CN1N=CC(=C1)C1=NC=CC(=C1)OC=1C=CC2=C(C(N(CCO2)C2=NC(=CC=C2)C(F)(F)F)=O)C1 7-{[2-(1-methylpyrazol-4-yl)-4-pyridyl]oxy}-4-[6-(trifluoromethyl)-2-pyridyl]-2,3-dihydro-1,4-benzoxazepin-5-one